C(C)NC1=CC=CC2=CC=CC=C12 N-ethyl-naphthylamine